[Zn].[Sn]=O Tin oxide zinc